[Al+3].CP([O-])([O-])=O.CP([O-])([O-])=O.CP([O-])([O-])=O.[Al+3] tris-[methylphosphonic acid] aluminum salt